2-methylbenzothien-3-amine CC=1SC2=C(C1N)C=CC=C2